The molecule is the simplest member of the class of pyridin-4-ones, that is 1,4-dihydropyridine in which the hydrogens at position 4 have been replaced by an oxo group. It is a tautomer of a 4-hydroxypyridine. C1=CNC=CC1=O